C(CC)C1=CC=C(C=C1)OB(O)O (4-propylphenyl)boric acid